CC1(OB(OC1(C)C)C1=CC=2C3(C4=CC(=CC=C4C2C=C1)B1OC(C(O1)(C)C)(C)C)C1=CC(=CC=C1C=1C=CC(=CC13)B1OC(C(O1)(C)C)(C)C)B1OC(C(O1)(C)C)(C)C)C 2,2',7,7'-tetrakis(4,4,5,5-tetramethyl-1,3,2-dioxaborolan-2-yl)-9,9'-spirobi[fluorene]